1-methyl-3-oxo-1,3-dihydro-benzo[c]isothiazole-5-sulfonic acid amide CN1SC(C2=C1C=CC(=C2)S(=O)(=O)N)=O